4-p-methylphenyl-methylene-2,6-di-t-butyl-2,5-cyclohexadien-1-one CC1=CC=C(C=C1)C1C=C(C(C(=C1)C(C=C)(C)C)=O)C(C)(C)C